IC=1C=2N(C(=NC1)N1CCC3(CC1)[C@@H](C=1C(=NC=CC1)C3)N[S@](=O)C(C)(C)C)C=CN2 (R)-N-((S)-1'-(8-iodoimidazolo[1,2-C]pyrimidin-5-yl)-5,7-dihydrospiro[cyclopenta[b]pyridin-6,4'-piperidin]-5-yl)-2-methylpropane-2-sulfinamide